(N,N-dimethylamino)methyltriethoxysilane CN(C)C[Si](OCC)(OCC)OCC